ClC=1C=CC(=C2C=CN(C(C12)=O)C)N(C)C1CC2(CN(C2)CCCN2N=CC=C(C2=O)Cl)C1 8-chloro-5-[[2-[3-(5-chloro-6-oxo-pyridazin-1-yl)propyl]-2-azaspiro[3.3]heptan-6-yl]-methyl-amino]-2-methyl-isoquinolin-1-one